tert-Butyl N-(3,4-dichloro-6-fluoro-9H-pyrido[2,3-b]indol-8-yl)-N-methyl-carbamate ClC1=C(C2=C(NC3=C(C=C(C=C23)F)N(C(OC(C)(C)C)=O)C)N=C1)Cl